tert-butyl 3-((4-fluoro-2-(trifluoromethyl)phenyl)carbamoyl)pyrrolidine-1-carboxylate FC1=CC(=C(C=C1)NC(=O)C1CN(CC1)C(=O)OC(C)(C)C)C(F)(F)F